2-((2-(ethyl-d5)-6-fluoro-5-(4-(2-(3-hydroxyazetidin-1-yl)-2-oxoethyl)piperazin-1-yl)pyrazolo[1,5-a]pyridin-3-yl)(methyl-d3)amino)-4-(4-fluorophenyl)thiazole-5-carbonitrile C(C([2H])([2H])[2H])(C1=NN2C(C=C(C(=C2)F)N2CCN(CC2)CC(=O)N2CC(C2)O)=C1N(C=1SC(=C(N1)C1=CC=C(C=C1)F)C#N)C([2H])([2H])[2H])([2H])[2H]